(R)-(1-(5-methoxy-1H-indol-3-yl)propan-2-yl)carbamic acid tert-butyl ester C(C)(C)(C)OC(N[C@@H](CC1=CNC2=CC=C(C=C12)OC)C)=O